tert-butyl 4-[[4,5-dichloro-3-fluoro-2-(prop-2-en-1-yloxy)phenyl][(2-methylpropane-2-sulfinyl)amino]methyl]piperidine-1-carboxylate ClC1=C(C(=C(C=C1Cl)C(C1CCN(CC1)C(=O)OC(C)(C)C)NS(=O)C(C)(C)C)OCC=C)F